BrC=1C(=C(C=CC1)C=1OC2=C(N1)CN(C2)C(CN(C)CC)=O)C 1-(2-(3-bromo-2-methylphenyl)-4,6-dihydro-5H-pyrrolo[3,4-d]oxazol-5-yl)-2-(ethyl(methyl)amino)ethan-1-one